ClC1=C(C(=O)P(C2=CC=CC=C2)(C(C2=C(C=CC=C2Cl)Cl)=O)=O)C(=CC=C1)Cl bis-(2,6-dichlorobenzoyl)phenylphosphin oxide